F[C@@H]1C(CC(C2=C1NC=1N=CC=CC1[C@@]2(C2=CC(=CC=C2)C2=C(C=NC=C2)CC(F)(F)F)C)=O)(C)C (5S,9R)-9-fluoro-5,8,8-trimethyl-5-[3-[3-(2,2,2-trifluoroethyl)-4-pyridyl]phenyl]-9,10-dihydro-7H-benzo[b][1,8]naphthyridin-6-one